C1(CC1)C1=NNC(=C1)NC([C@H](C)C=1C=NN(C1)C1=NC=CC(=C1)OC)=O (R)-N-(3-cyclopropyl-1H-pyrazol-5-yl)-2-(1-(4-methoxypyridin-2-yl)-1H-pyrazol-4-yl)propanamide